BrC1=NN(C2=NC=NC=C21)C 3-bromo-1-methyl-1H-pyrazolo[3,4-d]pyrimidine